tert-butyl 4-(((3S)-1-(3-(2,6-dioxopiperidin-3-yl)-1-methyl-1H-indazol-6-yl)pyrrolidin-3-yl)methyl)piperazine-1-carboxylate O=C1NC(CCC1C1=NN(C2=CC(=CC=C12)N1C[C@@H](CC1)CN1CCN(CC1)C(=O)OC(C)(C)C)C)=O